FC1=CC(=CC2=CN(N=C12)C)C1=CC2=C(N(N=C2)[C@@H]2CN(CC[C@H]2O)C(=O)OC(C)(C)C)S1 tert-butyl (3R,4R)-3-[5-(7-fluoro-2-methylindazol-5-yl)thieno[2,3-c]pyrazol-1-yl]-4-hydroxypiperidine-1-carboxylate